1-[3-[[6-[2-[2-(trifluoromethoxy)anilino]pyrimidin-5-yl]pyrazin-2-yl]amino]azetidin-1-yl]prop-2-en-1-one FC(OC1=C(NC2=NC=C(C=N2)C2=CN=CC(=N2)NC2CN(C2)C(C=C)=O)C=CC=C1)(F)F